1-(2-chlorobenzyl)-5-amino-1H-indole-3-carbonitrile ClC1=C(CN2C=C(C3=CC(=CC=C23)N)C#N)C=CC=C1